NCC(=O)N[C@@H]1C[C@@](NC1)(C(=O)O)CCCCB(O)O (2R,4R)-4-(2-Aminoacetamido)-2-(4-dihydroxyboryl-butyl)pyrrolidine-2-carboxylic acid